CC1(CN(C1)C1=NC(=CC2=C1N=C(N=C2)NC2=C(C=C(C=C2)C2=NN=CN2CC)OC)C)C 8-(3,3-dimethylazetidin-1-yl)-N-(4-(4-ethyl-4H-1,2,4-triazol-3-yl)-2-methoxyphenyl)-6-methylpyrido[3,4-d]pyrimidin-2-amine